titanium-lanthanum [La].[Ti]